ClC=1C=NC=C(C1[C@@H](C)OC=1C=C2C(=NNC2=CC1)C=1C=C(C(=NC1)N1CC2(C1)CN(C2)S(=O)(=O)C)CN(C)C)Cl (R)-1-(5-(5-(1-(3,5-dichloropyridin-4-yl)ethoxy)-1H-indazol-3-yl)-2-(6-(methylsulfonyl)-2,6-diazaspiro[3.3]heptan-2-yl)pyridin-3-yl)-N,N-dimethylmethanamine